cetyl-Trimethyl-Ammonium Acetate C(C)(=O)[O-].C(CCCCCCCCCCCCCCC)[N+](C)(C)C